5-(5-methyl-1H-pyrazol-4-yl)-N-(4-(4-(tetrahydro-2H-pyran-4-yl)piperazin-1-yl)pyridin-2-yl)thiazolo[5,4-b]pyridin-2-amine CC1=C(C=NN1)C1=CC=C2C(=N1)SC(=N2)NC2=NC=CC(=C2)N2CCN(CC2)C2CCOCC2